2-(3-chloro-4-(trifluoromethoxy)phenyl)-2,2-difluoroacetic acid ClC=1C=C(C=CC1OC(F)(F)F)C(C(=O)O)(F)F